5-chloro-4-[(3,3-dimethyl-4-piperidinyl)-methyl-amino]-2-(2-fluoro-4-pyridinyl)-1H-pyrimidin-6-one ClC1=C(N=C(NC1=O)C1=CC(=NC=C1)F)N(C)C1C(CNCC1)(C)C